NC1=NC=2C=NC(=CC2C2=C1COC2)C(=O)N(C)[C@@H]2COC1=C2C=CC(=C1)OCC 4-amino-N-((3S)-6-ethoxy-2,3-dihydro-1-benzofuran-3-yl)-N-methyl-1,3-dihydrofuro[3,4-c][1,7]naphthyridine-8-carboxamide